C(C1=CC=CC=C1)C1=CC2=C(N=C(NC2=O)C2=CC(=C(C=C2)OC)COC2=CC=C(C=C2)OC)S1 6-benzyl-2-{4-methoxy-3-[(4-methoxyphenoxy)methyl]phenyl}thieno[2,3-d]pyrimidin-4(3H)-one